ClC1(N=CC=C2C1=C(C(N2C2CC2)CCN)CCN)CCN 4-chloro-1-cyclopropyl-1H-pyrrolo[3,2-c]pyridineTriethylamine